C(CCCCCCC\C=C/CCCCCCCC)(=O)OC[C@@H](OC(CCCCCCCCCCCCC)=O)CO 1-oleoyl-2-myristoyl-sn-glycerol